NC1CCC(CC1)N1N=C(C=2CN(CCC21)C(=O)NC)N2CCCC1=CC(=C(C=C21)C(F)F)C=2C=NN(C2)C 1-(4-aminocyclohexyl)-3-[7-(difluoromethyl)-6-(1-methylpyrazol-4-yl)-3,4-dihydro-2H-quinolin-1-yl]-N-methyl-4H,6H,7H-pyrazolo[4,3-c]pyridine-5-carboxamide